OCC[C@@H]1N(C[C@H](NC1)C)C=1N(N=C2C1N(C(C=C2)=O)C)C2OCCCC2 ((2S,5R)-2-(2-hydroxyethyl)-5-methylpiperazin-1-yl)-4-methyl-2-(tetrahydro-2H-pyran-2-yl)-2,4-dihydro-5H-pyrazolo[4,3-B]pyridin-5-one